2-((2-phenoxyethyl)seleno)-N-phenylbenzamide O(C1=CC=CC=C1)CC[Se]C1=C(C(=O)NC2=CC=CC=C2)C=CC=C1